1-bromo-8-fluoro-3-(methoxymethoxy)naphthalene BrC1=CC(=CC2=CC=CC(=C12)F)OCOC